ClC1=C(C=2N=C(N=C(C2C=N1)N1CC(CCC1)(O)C)OCC12CCCN2CCC1)F 1-[7-chloro-8-fluoro-2-((tetrahydro-1H-pyrrolizin-7a(5H)-yl)methoxy)pyrido[4,3-d]pyrimidin-4-yl]-3-methyl-piperidin-3-ol